C1(=CCC(CC1)(C(C)C)O)C 1-menthene-4-ol